4-chloro-2-(2-isopropylphenyl)-5-nitropyrimidine ClC1=NC(=NC=C1[N+](=O)[O-])C1=C(C=CC=C1)C(C)C